(Z)-3-methylcyclopentadecen-5-one CC1\C=C/CCCCCCCCCCC(C1)=O